1,1'-((3-(dimethylamino)propyl)imino)bis(2-propanol) CN(CCCN(CC(C)O)CC(C)O)C